ClC=1C=C(C=CC1C)NC=1OC(=NN1)C1=CC=C(C=C1)[N+](=O)[O-] N-(3-Chloro-4-methylphenyl)-5-(4-nitrophenyl)-1,3,4-oxadiazole-2-amine